O=C1N(CC2=CC(=CC=C12)B1OC(C(O1)(C)C)(C)C)C1CNCCC1 3-(1-oxo-5-(4,4,5,5-tetramethyl-1,3,2-dioxaborolan-2-yl)isoindolin-2-yl)piperidine